5-(3,5-dimethylisoxazol-4-yl)-1-(4-fluorobenzyl)-3-methyl-1,3-dihydro-2H-benzo[d]imidazol-2-one CC1=NOC(=C1C1=CC2=C(N(C(N2C)=O)CC2=CC=C(C=C2)F)C=C1)C